4-[(tert-butoxycarbonyl)methyl]-N-ethyl-1-cyclohexylamide C(C)(C)(C)OC(=O)CC1CCC(CC1)[N-]CC